OC(C)(C)[C@@H]1CNC(C=2N1N=C(C2)N2[C@@H](COCC2)C)=O (S)-7-(2-hydroxypropan-2-yl)-2-((R)-3-methylmorpholino)-6,7-dihydropyrazolo[1,5-a]pyrazin-4(5H)-one